n-eicosyl-methyl-ethyl-sulfonium C(CCCCCCCCCCCCCCCCCCC)[S+](CC)C